N-(2-methoxyphenyl)-4-(2-(methylsulfonyl)phenoxy)-7H-pyrrolo[2,3-d]pyrimidin-2-amine COC1=C(C=CC=C1)NC=1N=C(C2=C(N1)NC=C2)OC2=C(C=CC=C2)S(=O)(=O)C